N[C@@H](C(=O)N1CCN(C2=CC(=CC=C12)F)C1=CC=C(C=C1)F)CC=1N=CNC1 (R)-2-amino-1-(6-fluoro-4-(4-fluorophenyl)-3,4-dihydroquinoxalin-1(2H)-yl)-3-(1H-imidazol-4-yl)propan-1-On